N,N'-(2,3-dimethyl-1,4-phenylene)bismaleimide CC1=C(C=CC(=C1C)N1C(C=CC1=O)=O)N1C(C=CC1=O)=O